C(C)(C)(C)C1=NC(=NO1)C(=O)NCC1=C(C=C(C=C1)C1=NC=NN2C1=CC(=C2)CCC(CN2CCC(CC2)C2=CC=C(C=C2)C2C(NC(CC2)=O)=O)(F)F)F 5-tert-butyl-N-[[4-[6-[4-[4-[4-(2,6-dioxo-3-piperidyl)phenyl]-1-piperidyl]-3,3-difluoro-butyl]pyrrolo[2,1-f][1,2,4]triazin-4-yl]-2-fluoro-phenyl]methyl]-1,2,4-oxadiazole-3-carboxamide